3-(4-acetylamino-1H-1,2,3-triazol-1-yl)pyrrolidine-1-carboxylic acid tert-butyl ester C(C)(C)(C)OC(=O)N1CC(CC1)N1N=NC(=C1)NC(C)=O